1,3-dimethoxy-4-(benzhydryl)benzene COC1=CC(=C(C=C1)C(C1=CC=CC=C1)C1=CC=CC=C1)OC